[Na].C(=CC1=CC=CC=C1)C1=C(C=C(C=C1)N1N=C2C(=N1)C1=CC=CC=C1C=C2)S(=O)(=O)O (4-styryl-3-sulfophenyl)-2H-naphtho[1,2-d]Triazole sodium